BrC1=CC=2C3=C(NC2C=C1)C(CC3)NCCCN N1-(7-bromo-1,2,3,4-tetrahydrocyclopenta[b]indol-3-yl)propane-1,3-diamine